4-Chloro-3-(1-isopropyl-1H-indazol-5-yl)-1-(phenylsulfonyl)-1H-pyrrolo[2,3-b]pyridine-5-carbaldehyde ClC1=C2C(=NC=C1C=O)N(C=C2C=2C=C1C=NN(C1=CC2)C(C)C)S(=O)(=O)C2=CC=CC=C2